N-(5-chloro-1H-indol-3-yl)-6-(4-methoxyphenyl)-3,4-dihydroisoquinoline-2(1H)-carboxamide ClC=1C=C2C(=CNC2=CC1)NC(=O)N1CC2=CC=C(C=C2CC1)C1=CC=C(C=C1)OC